7-methyl-6-(4-(methylthio)benzyl)-5-oxo-[1,2,4]triazolo[1,5-a]pyridine-1(5H)-carbaldehyde CC=1C=C2N(C(C1CC1=CC=C(C=C1)SC)=O)N=CN2C=O